C1(CC1)C=1N=C2N(C=C(C=C2)C(C)=O)C1 1-(2-Cyclopropylimidazo[1,2-a]pyridin-6-yl)ethanone